(Z)-6-bromo-4-chloro-N'-phenylpyrrolo[1,2-b]pyridazine-3-carboximidamide BrC=1C=C2N(N=CC(=C2Cl)/C(/N)=N/C2=CC=CC=C2)C1